3-Methyl-1-tosyl-4,5-dihydro-1H-pyrazole-5-carboxylic acid CC1=NN(C(C1)C(=O)O)S(=O)(=O)C1=CC=C(C)C=C1